Methyl 3-[4-(1,1-dioxothiazinan-2-yl)anilino]-5-(methylamino)-6-(3-methylimidazo[4,5-c]pyridin-7-yl)pyrazine-2-carboxylate O=S1(N(CCCC1)C1=CC=C(NC=2C(=NC(=C(N2)NC)C=2C3=C(C=NC2)N(C=N3)C)C(=O)OC)C=C1)=O